6-(4-((4-(1H-pyrazol-4-yl)phenyl)amino)pyrimidin-2-yl)-N-(tetrahydrofuran-3-yl)-1H-indole-2-carboxamide N1N=CC(=C1)C1=CC=C(C=C1)NC1=NC(=NC=C1)C1=CC=C2C=C(NC2=C1)C(=O)NC1COCC1